2-((3-(3,4-dihydro-2H-pyran-6-yl)-1,2,4-oxadiazol-5-yl)tert-butyl)-6-(6-hydroxypyridin-3-yl)quinazolin-4(1H)-one O1CCCC=C1C1=NOC(=N1)CC(C)(C)C=1NC2=CC=C(C=C2C(N1)=O)C=1C=NC(=CC1)O